2-[(1,1-diMethylethoxy)Methyl]Tetrahydrofuran CC(C)(OCC1OCCC1)C